CON=C(C(=O)NC1CC2(CC(C2)NC2=CC(=NC=N2)C(=O)N)C1)C 6-((6-(2-(methoxyimino)propionylamino)spiro[3.3]hept-2-yl)amino)pyrimidine-4-carboxamide